(4S)-tert-butyl 5-amino-4-(4-((4-((3-((2-methoxyethoxy)methyl)morpholino)-methyl)benzyl)oxy)-1-oxoisoindolin-2-yl)-5-oxopentanoate NC([C@H](CCC(=O)OC(C)(C)C)N1C(C2=CC=CC(=C2C1)OCC1=CC=C(C=C1)CN1C(COCC1)COCCOC)=O)=O